4-(thiophen-2-ylmethylene)-2-(4-(trifluoromethyl)phenyl)oxazol-5(4H)-one S1C(=CC=C1)C=C1N=C(OC1=O)C1=CC=C(C=C1)C(F)(F)F